OC=1C=C(C=CC1)/C=C/C(=O)C1=CC=C(C=C1)SC (E)-3-(3-Hydroxyphenyl)-1-(4-methylsulfanylphenyl)prop-2-en-1-one